C(C)(C)(C)OC(=O)NC1=CC=C(C=C1)C1=CC(=CC=C1)C(=O)N[C@@H](CO)C(=O)N[C@@H](CO)C(=O)OC Methyl (4'-((tert-butoxycarbonyl)amino)-[1,1'-biphenyl]-3-carbonyl)-L-seryl-L-serinate